2-(2-Fluorophenyl)-7-methyl-6,7-dihydro-5H-pyrazolo[5,1-b][1,3]oxazine-3-carboxylic acid FC1=C(C=CC=C1)C1=NN2C(OCCC2C)=C1C(=O)O